4-((1-((2-Chloro-4-(trifluoromethyl)phenyl)sulfonyl)-3-(hydroxymethyl)azetidin-3-yl)methoxy)-2-fluorobenzonitrile ClC1=C(C=CC(=C1)C(F)(F)F)S(=O)(=O)N1CC(C1)(CO)COC1=CC(=C(C#N)C=C1)F